S-(2-aminoethyl)isothiourea bromide hydrobromide Br.[Br-].NCCSC(N)=N